tert-butyl (2-((4-(bis(4-methoxybenzyl)amino)imidazo[2,1-f][1,2,4]triazin-2-yl)oxy)propyl)(methyl)carbamate COC1=CC=C(CN(C2=NC(=NN3C2=NC=C3)OC(CN(C(OC(C)(C)C)=O)C)C)CC3=CC=C(C=C3)OC)C=C1